ClC(=O)OCC(COC(=O)Cl)OC(=O)Cl propane-1,2,3-triyl tris(chloroformate)